ClC1=C(C(=CC=C1)C)NC(=O)C1=CN=C(S1)NC1=NC(=NC(=C1)N1CCC(CC1)N(C)CC1=CC=C(C=C1)NC1C(NC(CC1)=O)=O)C N-(2-chloro-6-methylphenyl)-2-((6-(4-((4-((2,6-dioxopiperidin-3-yl)amino)benzyl)(methyl)amino)piperidin-1-yl)-2-methylpyrimidin-4-yl)amino)thiazole-5-carboxamide